FC=1C=C(C=CC1)NCC=O 2-((3-fluorophenyl)amino)ethan-1-one